N5-(Pyridin-3-yl)-L-glutamine N1=CC(=CC=C1)NC(CC[C@H](N)C(=O)O)=O